5-cyclopropyl-2-morpholino-6-nitrooxazolo[4,5-b]pyridine C1(CC1)C1=C(C=C2C(=N1)N=C(O2)N2CCOCC2)[N+](=O)[O-]